ClC=1C=C(C=C(C1)COC)C1OC1 2-(3-chloro-5-(methoxymethyl)phenyl)oxirane